C(C)OC(CS(NC1=CC(=C(C=C1)C(NC=1C(N(C=CC1)C1CC(CC1)(F)F)=O)=O)N1CCC2(CC2)CC1)(=O)=O)=O.OC1=CC=C(C=C1)C(CCCCCCC)C1=CC=C(C=C1)O 1,1-Bis(4-hydroxyphenyl)n-octane ethyl-2-(N-(4-((1-(3,3-difluorocyclopentyl)-2-oxo-1,2-dihydropyridin-3-yl)carbamoyl)-3-(6-azaspiro[2.5]octan-6-yl)phenyl)sulfamoyl)acetate